(4-bromophenyl)[2-fluoro-3-(4-methoxyphenyl)indol-1-yl]methanone (R,S)-tert-butyl-((8-(2-methoxypyridin-4-yl)isochroman-4-yl)methyl)(methyl)carbamate C(C)(C)(C)OC(N(C)C[C@@H]1COCC2=C(C=CC=C12)C1=CC(=NC=C1)OC)=O.BrC1=CC=C(C=C1)C(=O)N1C(=C(C2=CC=CC=C12)C1=CC=C(C=C1)OC)F